1-Ethoxy-1-(tributylstannyl)ethene C(C)OC(=C)[Sn](CCCC)(CCCC)CCCC